C(C)(C)(C)[Si](OCC1CCC(N1)=O)(C)C 5-({[tert-butyl-(dimethyl)silyl]oxy}methyl)pyrrolidin-2-one